C(=C)[Si](OC)(OC)OC vinyl-trimethoxy-silane